C(C(=C)C)(=O)N[C@@H](CCCNC(N)=N)C(=O)O Methacryloylarginin